N1=CC=CC=2C(=CC=CC12)N 5-quinolinamine